1-bromo-3-chloro-2-fluoro-5-nitro-benzene BrC1=C(C(=CC(=C1)[N+](=O)[O-])Cl)F